O[C@H]1C[C@@H]2CC[C@H]3[C@@H]4CCC([C@@]4(C)CC[C@@H]3[C@]2(CC1)C)=O (3α,5α)-3-Hydroxyandrostan-17-one